ClC1=C(C=C(C=C1)SCCF)NC(=S)NC1=CC(=CC=C1)SC 1-(2-chloro-5-((2-fluoroethyl)mercapto)phenyl)-3-(3-(methylthio)phenyl)thiourea